C(C=C)(=O)OCCC1CC2C(CC1)O2 2-(3,4-epoxycyclohexyl)ethyl acrylate